(5-(2-fluorophenoxy)-3-methylpyridin-2-yl)(4-(((3R,6S)-6-(hydroxymethyl)tetrahydro-2H-pyran-3-yl)amino)-1H-pyrrolo[2,3-b]pyridin-3-yl)methanone FC1=C(OC=2C=C(C(=NC2)C(=O)C2=CNC3=NC=CC(=C32)N[C@H]3CO[C@@H](CC3)CO)C)C=CC=C1